C(#N)C(C(CC1CC1)NC(OC(C)(C)C)=O)O tert-butyl (1-cyano-3-cyclopropyl-1-hydroxypropan-2-yl)carbamate